(2,4-dioxotetrahydropyrimidin-1(2H)-yl)-5-fluoro-6-(piperazin-1-yl)isoindoline-1,3-dione O=C1N(CCC(N1)=O)N1C(C2=CC(=C(C=C2C1=O)F)N1CCNCC1)=O